(1R,2R)-N,N-dibenzyl-2-methoxycyclopentane-1-amine C(C1=CC=CC=C1)N([C@H]1[C@@H](CCC1)OC)CC1=CC=CC=C1